1,3-diiodo-2,2-bis(iodomethyl)propane ICC(CI)(CI)CI